O=C1NC(=NC2=C(C=CC=C12)C#N)CSC1CCOCC1 4-oxo-2-(((tetrahydro-2H-pyran-4-yl)thio)methyl)-3,4-dihydroquinazolin-8-carbonitrile